N1=C(C=CC=C1)SSC(C(=O)OCCCCCO)CC(=O)OCCCCCO Bis(5-hydroxypentyl) 2-(pyridin-2-yldisulfaneyl)succinate